ClC1=NC(=NC(=C1)Cl)C(=O)NC1CCC(CC1)OC 4,6-Dichloro-N-((1r,4r)-4-methoxycyclohexyl)pyrimidine-2-carboxamide